BrC=1C=C(N)C=C(C1OC=1NN(C(=C(C1[2H])C([2H])[2H])Cl)C)Cl 3-Bromo-5-chloro-4-((6-chloro-5-dideuteromethylmethyl-4-deuteropyridazine-3-yl)oxy)aniline